C(=O)C1=CC=C(O1)C=1C=CC(=C(C(=O)NC2=CC=CC=C2)C1)O 5-(5-Formyl-2-furanyl)-2-hydroxy-N-phenylbenzamide